2-(2,5-diazabicyclo[2.2.1]hept-2-yl)-4-(trifluoromethyl)benzaldehyde C12N(CC(NC1)C2)C2=C(C=O)C=CC(=C2)C(F)(F)F